(7S)-2-(((1-(4-fluorobenzyl)-1H-pyrazol-4-yl)methyl)amino)-5,8-dimethyl-7-(prop-2-yn-1-yl)-7,8-dihydropteridin-6(5H)-one FC1=CC=C(CN2N=CC(=C2)CNC2=NC=3N([C@H](C(N(C3C=N2)C)=O)CC#C)C)C=C1